O1COC2=C1C=CC(=C2)/C=C/C(=O)N(C2CSCC2)C2=NC=CC=C2 (E)-3-(1,3-benzodioxol-5-yl)-N-(2-pyridinyl)-N-tetrahydrothiophen-3-yl-prop-2-enamide